C1=CC=CC=2C=CC=3C4=C(OC3C12)C=CC=C4 BENZO[B]NAPHTHO[2,1-D]FURAN